3,4-methylenedioxy-benzeneglycolic acid C1OC=2C=C(C=CC2O1)C(C(=O)O)O